C1(CC1)SC1=CC(=C(C(=O)NC2=NC(=NC(=C2)C)N2CCC(CC2)(F)F)C=C1)N1CCC2(CC2)CC1 4-(cyclopropylthio)-N-(2-(4,4-difluoropiperidin-1-yl)-6-methylpyrimidin-4-yl)-2-(6-azaspiro[2.5]octan-6-yl)benzamide